BrC1=CC(=C2C(NN=C(C2=C1)CN1C(C2=CC=CC=C2C1=O)=O)=O)C 2-((7-bromo-5-methyl-4-oxo-3,4-dihydrophthalazin-1-yl)methyl)isoindoline-1,3-dione